O1CC[C@@H](C2=CC=CC=C12)NC(=O)C=1C=NC2=C(N=CC=C2C1N(C)C)C1=NC=C(C=C1Cl)Cl N-[(4S)-chroman-4-yl]-8-(3,5-dichloro-2-pyridyl)-4-(dimethylamino)-1,7-naphthyridine-3-carboxamide